tris(diethylamino)tin C(C)N(CC)[Sn](N(CC)CC)N(CC)CC